FC1=CC2=C(N(C(=N2)C=2C=C(C=NC2)CO)CCO[Si](C2=CC=CC=C2)(C2=CC=CC=C2)C(C)(C)C)C=C1F 5-{5,6-difluoro-1-[2-(tert-butyldiphenylsilyloxy)ethyl]benzimidazol-2-yl}pyridine-3-methanol